C(C)N(CC)CCC(C(=O)N)CCCCCCCCCCCCCC(C)C diethylaminoethyl-isostearamide